FC(C=1C=C(C=CC1)S(=O)(=O)N1CC(C1)C(=O)O)(F)F 1-(3-(trifluoromethyl)benzenesulfonyl)azetidine-3-carboxylic acid